N[C@@H]1CN(CC[C@H]1F)C1=NC2=C(N1CC(=O)N1CC3N(CC1)C(OC3)=O)C=C(C(=C2)F)F 7-(2-(2-((3R,4R)-3-amino-4-fluoropiperidin-1-yl)-5,6-difluoro-1H-benzo[d]imidazol-1-yl)acetyl)tetrahydro-1H-oxazolo[3,4-a]pyrazin-3(5H)-one